(R)-2-((5-(7-((1-((3-aminopyrrolidin-1-yl)sulfonyl)piperidin-4-yl)methyl)-2,7-Diazaspiro[3.5]nonan-2-yl)-1,2,4-triazin-6-yl)oxy)-5-fluoro-N,N-diisopropylbenzamide hydrochloride Cl.N[C@H]1CN(CC1)S(=O)(=O)N1CCC(CC1)CN1CCC2(CN(C2)C=2N=CN=NC2OC2=C(C(=O)N(C(C)C)C(C)C)C=C(C=C2)F)CC1